amino-5-bromo-4-ethoxy-1-(prop-2-yn-1-yl)pyridin-1-ium bromide [Br-].NC1=[N+](C=C(C(=C1)OCC)Br)CC#C